tert-Butyl 6-((3R,4R)-3-(tert-butoxycarbonylamino)tetrahydro-2H-pyran-4-ylamino)-7-fluoro-3-oxo-4-(thiophen-2-yl)-1H-pyrrolo[3,4-c]pyridine-2(3H)-carboxylate C(C)(C)(C)OC(=O)N[C@H]1COCC[C@H]1NC1=C(C2=C(C(=N1)C=1SC=CC1)C(N(C2)C(=O)OC(C)(C)C)=O)F